NC=1C=CC(=C(C1)C1=CC=CC(=N1)C#N)C 6-(5-Amino-2-methylphenyl)pyridinecarbonitrile